C(C)[C@@]1(C(N(C(N1)=O)C1N=CC(=NC1=O)C1=CC=C(C2=C1C1(CC1)CO2)C)=O)C (5R)-5-ethyl-5-methyl-3-[5-(7-methylspiro[2H-benzofuran-3,1'-cyclopropane]-4-yl)oxopyrazin-2-yl]imidazolidine-2,4-dione